[Pd](Cl)Cl.[Pd+2].C1(=CC=CC=C1)P(C1=CC=CC=C1)[C-]1C=CC=C1.[C-]1(C=CC=C1)P(C1=CC=CC=C1)C1=CC=CC=C1.[Fe+2] bis(diphenylphosphino)ferrocene palladium (II) palladium dichloride